ClC=1C=C(C=NC1N1N=CC=N1)NC(=O)C=1C=NN(C1C(F)(F)F)C1=CC=CC2=CC=CC=C12 N-(5-Chloro-6-(2H-1,2,3-triazol-2-yl)pyridin-3-yl)-1-(naphthalin-1-yl)-5-(trifluoromethyl)-1H-pyrazol-4-carboxamid